COC=1C=C(C=C(C1)OC)C#CC1=CNC2=C(C=C(C(=C12)N1C[C@@H](CC1)NC(C=C)=O)F)C(=O)N (R)-3-(3,5-dimethoxyphenylethynyl)-4-(3-acrylamidopyrrolidin-1-yl)-5-fluoroindole-7-carboxamide